(6R)-6-{[2-(1-ethyl-1H-pyrazol-4-yl)-7-fluoro[1,2,4]triazolo[1,5-c]quinazolin-5-yl]amino}-1,4-diazepin-5-one C(C)N1N=CC(=C1)C1=NN2C(=NC=3C(=CC=CC3C2=N1)F)NC=1C(N=CC=NC1)=O